3-(7-Chloro-5-((1-Methyl-1H-Pyrazol-4-Yl)Oxy)-4-Oxo-1,4-Dihydroquinolin-2-Yl)-4-(Methylsulfonyl)Benzonitrile ClC1=CC(=C2C(C=C(NC2=C1)C=1C=C(C#N)C=CC1S(=O)(=O)C)=O)OC=1C=NN(C1)C